2-imino-3-(5-methoxy-2-(1-methoxyethyl)phenyl)thiazolidin-4-one N=C1SCC(N1C1=C(C=CC(=C1)OC)C(C)OC)=O